thioethyl alcohol CCS